(1s,6r,8ar)-acetic acid C(C)(=O)O